(R)-3-(1-((7-(cyclopentylamino)-4-methyl-6-(morpholinomethyl)phthalazin-1-yl)amino)ethyl)-2-methylbenzonitrile C1(CCCC1)NC1=C(C=C2C(=NN=C(C2=C1)N[C@H](C)C=1C(=C(C#N)C=CC1)C)C)CN1CCOCC1